2,2',6,6'-tetramethyl-3,3',5,5'-tetrabromo-4,4'-biphenol CC1=C(C(=C(C(=C1Br)C1=C(C(=C(C(=C1Br)C)O)C)Br)Br)C)O